OCCNC(O[C@@H]1CC[C@H](CC1)C(N(C[C@@H]1CC[C@H](CC1)C1=CC(=C(C=C1)OC)C)C1=CC(=CC=C1)C=1N=C(OC1)C1CC1)=O)=O trans-4-((3-(2-Cyclopropyloxazol-4-yl)phenyl)((trans-4-(4-methoxy-3-methylphenyl)cyclohexyl)methyl)carbamoyl)-cyclohexyl (2-hydroxyethyl)carbamate